[4-[[[2-[3-fluoro-4-(trifluoromethyl)phenyl]-4-methyl-5-thiazolyl]methyl]thio]-2-methyl-phenoxy]-acetic acid FC=1C=C(C=CC1C(F)(F)F)C=1SC(=C(N1)C)CSC1=CC(=C(OCC(=O)O)C=C1)C